C(=O)NC1=COC2=C(C1=O)C=C(C(=C2)NS(=O)(=O)C)OC2=CC=CC=C2 N-[3-(formamido)-4-oxo-6-phenoxy-4H-1-benzopyran-7-yl]methanesulfonamide